(2-acetyl-aminophenyl)boronic acid C(C)(=O)C1=C(C=CC=C1N)B(O)O